tert-butyl (1-(5-((diphenylmethylene)amino)pyridin-3-yl)cyclopropyl)carbamate C1(=CC=CC=C1)C(C1=CC=CC=C1)=NC=1C=C(C=NC1)C1(CC1)NC(OC(C)(C)C)=O